BrC1=CC=C2C(=NN(C2=C1)C)C=O 6-bromo-1-methyl-indazol-3-carbaldehyde